P(=S)(OCCCCCCCCCCCCCCC)(OCCCCCCCCCCCCCCC)OCCCCCCCCCCCCCCC tri(pentadecyl) thiophosphate